3-(2-naphthyl)-acrylic acid C1=C(C=CC2=CC=CC=C12)C=CC(=O)O